dimethylhexenyl-silane tert-Butyl-2-[3-[2,2-difluorocyclopropyl]-5-(trifluoromethyl)pyrazol-1-yl]acetate tert-Butyl-2-bromoacetate C(C)(C)(C)OC(CBr)=O.C(C)(C)(C)OC(CN1N=C(C=C1C(F)(F)F)C1C(C1)(F)F)=O.C[SiH](C=CCCCC)C